NC1=C(C(=O)NCC2=CC(=CC=C2)C)C=CC=C1 2-amino-N-(3-methylbenzyl)benzamide